1,1'-sulfonyl-bis(1H-imidazole) S(=O)(=O)(N1C=NC=C1)N1C=NC=C1